C(C)(=O)C=1C=C(C=C2C(=CC(=NC12)N1CCC(CC1)OC)C#N)C 8-acetyl-2-(4-methoxypiperidin-1-yl)-6-methylquinoline-4-carbonitrile